1-(3-(Chloromethyl)-6-fluoropyridin-2-yl)dihydropyrimidine-2,4(1H,3H)-dione ClCC=1C(=NC(=CC1)F)N1C(NC(CC1)=O)=O